3-fluoro-2-hydroxy-5-(5-(4-(pyrrolidin-1-yl)phenyl)oxazol-2-yl)benzaldehyde FC=1C(=C(C=O)C=C(C1)C=1OC(=CN1)C1=CC=C(C=C1)N1CCCC1)O